tert-butyl 2-[4-[3-cyano-4-[2-hydroxy-1-(2-pyridyl)ethoxy]pyrazolo-[1,5-a]pyridin-6-yl]-5-methyl-pyrazol-1-yl]-7-azaspiro[3.5]nonane-7-carboxylate C(#N)C=1C=NN2C1C(=CC(=C2)C=2C=NN(C2C)C2CC1(C2)CCN(CC1)C(=O)OC(C)(C)C)OC(CO)C1=NC=CC=C1